1-amino-3,3-dimethyl-pentan-5-ol NCCC(CCO)(C)C